C(C)(C)(C)OC(=O)N1CCC(CC1)(C)NCC1=C(C=C(C=C1)F)F 4-{[(2,4-difluorophenyl)methyl]amino}-4-methylpiperidine-1-carboxylic acid tert-butyl ester